Methyl-(4-(3-(4-cyano-3-(trifluoromethyl)phenyl)-2-(trifluoromethyl)oxazolidin-5-carboxamido)phenyl)carbamat COC(NC1=CC=C(C=C1)NC(=O)C1CN(C(O1)C(F)(F)F)C1=CC(=C(C=C1)C#N)C(F)(F)F)=O